CN[C@@H](CO)C(=O)O (S)-N-Methyl-serine